3-(2-methylphenyl)-isoxazole CC1=C(C=CC=C1)C1=NOC=C1